N-(5-chloro-6-phenoxy-3-pyridyl)-6-[3-(methylamino)azetidin-1-yl]pyrido[3,2-d]pyrimidin-4-amine ClC=1C=C(C=NC1OC1=CC=CC=C1)NC=1C2=C(N=CN1)C=CC(=N2)N2CC(C2)NC